1-(2,6-xylyl)biguanide C1(=C(C=CC=C1C)C)NC(=N)NC(=N)N